(R)-(+)-2,2'-Bis(di-i-propylphosphino)-6,6'-dimethoxy-1,1'-biphenyl CC(C)P(C1=CC=CC(=C1C2=C(C=CC=C2P(C(C)C)C(C)C)OC)OC)C(C)C